ClC1=NN(C2=NC(=NC=C21)Cl)C(CCOC2=NN(C(=C2[N+](=O)[O-])C)C2CCOCC2)([2H])[2H] 3,6-dichloro-1-[1,1-dideuterio-3-(5-methyl-4-nitro-1-tetrahydropyran-4-yl-pyrazol-3-yl)oxy-propyl]pyrazolo[3,4-d]pyrimidine